COC1=C(C=CC(=C1)OC)NS(=O)(=O)C1=CC=C(C=C1)NC(CCSC1=CC=C(C=C1)C)=O N-(4-{[(2,4-dimethoxyphenyl)amino]sulfonyl}phenyl)-3-[(4-methylphenyl)thio]propanamide